((2S,4R,5R)-Acetyloxy-5-(6-chloro-4-(5,5-difluorohexahydrocyclopenta[c]pyrrol-2(1H)-yl)-1H-pyrazolo[3,4-d]pyrimidin-1-yl)-3-methylenetetrahydrofuran-2-yl)benzoic acid methyl ester COC(C1=C(C=CC=C1)[C@@]1(O[C@H](CC1=C)N1N=CC=2C1=NC(=NC2N2CC1C(C2)CC(C1)(F)F)Cl)OC(C)=O)=O